3'-(hydroxymethyl)-5,5-dimethyl-4-oxo-3'H-spiro[cyclohexane-1,1'-isobenzofuran] OCC1OC2(C3=CC=CC=C13)CCC(C(C2)(C)C)=O